COC1=CC=C(CN2N=CC3=CC=C(C=C23)N2N=C(C(C2=O)C(=O)OC2=CC=C(C=C2)[N+](=O)[O-])C)C=C1 4-nitrophenyl 1-(1-(4-methoxybenzyl)-1H-indazol-6-yl)-3-methyl-5-oxo-4,5-dihydro-1H-pyrazole-4-carboxylate